C(CCCCCCCCCCCCCCCCC)(=O)N.C(CCC(=O)O)(=O)O.[Na] sodium succinic acid mono-octadecanoamide